N-(1-phenyl-1-methyl-ethyl)sulfonyl-diamine C1(=CC=CC=C1)C(C)(C)NS(=O)(=O)N